4-cyclopropyl-5-[4-[(4-fluoro-2-methylphenyl)methyl]piperazin-1-yl]-2,3-dihydropyridazin-3-one C1(CC1)C=1C(NN=CC1N1CCN(CC1)CC1=C(C=C(C=C1)F)C)=O